2-(3-ethylsulfanyl-2-pyridyl)-5-methoxy-3-methyl-6-(trifluoromethyl)imidazo[4,5-c]pyridin-4-one C(C)SC=1C(=NC=CC1)C1=NC2=C(C(N(C(=C2)C(F)(F)F)OC)=O)N1C